N1=C(C=CC=C1)C1=NC(NC(N1)=O)=O 6-pyridin-2-yl-1H-1,3,5-triazine-2,4-dione